FC=1C(=C(N2N=C(N=CC21)N[C@H]2[C@@H](COCC2)O)C2(CCC2)C(F)(F)F)C#N 5-fluoro-2-(((3S,4R)-3-hydroxytetrahydro-2H-pyran-4-yl)amino)-7-(1-(trifluoromethyl)cyclobutyl)pyrrolo[2,1-f][1,2,4]triazine-6-carbonitrile